6,8-dichloro-3-methyl-pyrido[3,4-d]pyrimidin-4-one Trimethyl-orthoformate COC(OC)OC.ClC1=CC2=C(N=CN(C2=O)C)C(=N1)Cl